bis[(triethoxysilyl) propyl] disulfide C(C)O[Si](OCC)(OCC)CCCSSCCC[Si](OCC)(OCC)OCC